FC(C[C@@H](C(=O)NC1=NC=CC(=C1)C1=C(C2=NC(=C(C=C2N1)C)F)C1=NC=CC=C1)C1=CC=C(C=C1)F)F (2R)-4,4-difluoro-N-{4-[5-fluoro-6-methyl-3-(pyridin-2-yl)-1H-pyrrolo[3,2-b]pyridin-2-yl]pyridin-2-yl}-2-(4-fluorophenyl)butanamide